C1(CC1)NC(=O)C1=C(N(C(C(=C1)CC1=C(C(=CC=C1)NS(NC1CC1)(=O)=O)F)=O)C)NC1=C(C=C(C=C1)I)F N-cyclopropyl-5-[[3-(cyclopropylsulfamoylamino)-2-fluorophenyl]methyl]-2-(2-fluoro-4-iodoanilino)-1-methyl-6-oxopyridine-3-carboxamide